F[C@@H]1[C@@H](C1)NC(=O)C1=CN=C2N1N=C(C=C2N(C)CC2=CC=C(C=C2)OC)NC=2C(N(C=CC2)C=2C=C(C(=O)OC)C=CC2)=O Methyl 3-{3-[(3-{[(1R,2S)-2-fluorocyclopropyl]carbamoyl}-8-{[(4-methoxyphenyl)methyl](methyl)amino}imidazo[1,2-b]pyridazin-6-yl)amino]-2-oxopyridin-1-yl}benzoate